CC(CCC(=O)O)C 4-methylvaleric acid